CS(=O)(=O)CC(=O)C1=CC=C(C=C1)F 2-methanesulfonyl-1-(4-fluorophenyl)ethanone